(S,E)-tert-butyl-4-(tert-butoxycarbonylamino)-5-(1-(N,4-dimethylphenylsulfonamido)-2-(trimethylsilyl)vinylthio)-5-oxopentanoate C(C)(C)(C)OC(CC[C@@H](C(=O)S\C(=C\[Si](C)(C)C)\N(S(=O)(=O)C1=CC=C(C=C1)C)C)NC(=O)OC(C)(C)C)=O